4-(trifluoromethyl)pyrazole-3-carboxamide FC(C=1C(=NNC1)C(=O)N)(F)F